C(C=C)(=O)N1C[C@@H](CC1)C1=NN(C=2C(=NNC(C21)=O)N)C2=CC=C(C=C2)OC2=CC=CC=C2 (R)-3-(1-acryloylpyrrolidin-3-yl)-7-amino-1-(4-phenoxyphenyl)-1H-pyrazolo[3,4-d]pyridazin-4(5H)-one